C(C)(C)(C)OC(=O)N[C@H](C(=O)OCCCCCCCCCCCCCCCCC)CC1=CC(=CC(=C1)F)F heptadecyl (S)-2-((tert-butoxycarbonyl)amino)-3-(3,5-difluorophenyl)propanoate